bisphenol A dithiocarbonate C(S)(O)=S.OC1=CC=C(C=C1)C(C)(C)C1=CC=C(C=C1)O